CC(=CCC/C(=C/CC/C(=C/CC/C(=C\\CC/C(=C\\CC/C(=C\\CC/C(=C\\CC/C(=C\\CC/C(=C\\CC/C(=C\\CC/C(=C\\COP(=O)([O-])OP(=O)([O-])O[C@@H]1[C@@H]([C@H]([C@@H]([C@H](O1)CO)O[C@H]2[C@@H]([C@H]([C@@H]([C@H](O2)CO)O)O[C@@H]3[C@H]([C@H]([C@@H]([C@H](O3)CO)O)O)O)O)O)O)/C)/C)/C)/C)/C)/C)/C)/C)/C)/C)C The molecule is an organophosphate oxoanion that is the dianion of alpha-D-Man-(1->3)-beta-D-Glc-(1->4)-alpha-D-Glc-1-diphospho-ditrans,polycis-undecaprenol arising from deprotonation of both free diphosphate OH groups; major species at pH 7.3. It is a conjugate base of an alpha-D-Man-(1->3)-beta-D-Glc-(1->4)-alpha-D-Glc-1-diphospho-ditrans,polycis-undecaprenol.